N-(4-Fluoro-5-(((2R,5'S)-5-((2-methoxyethyl)(methyl)amino)-5'-methyl-3H-spiro[furo[2,3-c]pyridine-2,3'-pyrrolidin]-1'-yl)methyl)thiazol-2-yl)acetamide FC=1N=C(SC1CN1C[C@]2(C[C@@H]1C)CC=1C(=CN=C(C1)N(C)CCOC)O2)NC(C)=O